6-[4-(3-[[(7R)-6-[6-oxo-5-(trifluoroethyl)-1,6-dihydropyridazin-4-yl]5H,6H,7H-pyrrolo[3,4-b]pyridin-7-yl]methoxy]propanoyl)piperazin-1-yl]pyridine-3-carbonitrile O=C1C(=C(C=NN1)N1[C@H](C2=NC=CC=C2C1)COCCC(=O)N1CCN(CC1)C1=CC=C(C=N1)C#N)CC(F)(F)F